FC1(CCN(CC1)CC1=NN(C=2N(C([C@H]([C@H](C21)C2=CC=C(C=C2)F)NC(C2=CC(=CC=C2)C(F)(F)F)=O)=O)CC)C2=CC=CC=C2)F N-[(4S,5S)-3-[(4,4-difluoropiperidin-1-yl)methyl]-7-ethyl-4-(4-fluorophenyl)-6-oxo-1-phenyl-1H,4H,5H,6H,7H-pyrazolo[3,4-b]pyridin-5-yl]-3-(trifluoromethyl)benzamide